[Li].[Fe].[Co].[Ni] nickel-cobalt-iron lithium